ClC=1C(=C2NC(C(NC2=CC1Cl)=O)=O)[N+](=O)[O-] 6,7-dichloro-5-nitro-1,4-dihydro-2,3-quinoxalindione